COC=1C=C(C=CC1)S(=O)(=O)C1=CC=C(C=C1)NC(=O)NCC=1C=NNC1 4-(3-Methoxy-benzenesulfonyl)-phenyl-3-(1H-pyrazol-4-ylmethyl)-urea